(4-(3-(4-fluorobenzyl)-4-oxo-3,4-dihydro-phthalazin-1-yl)benzyl)sulphonamide hydrochloride salt Cl.FC1=CC=C(CN2N=C(C3=CC=CC=C3C2=O)C2=CC=C(CS(=O)(=O)N)C=C2)C=C1